C(C)(C)(C)OOC1=C(C=CC=C1)C(C)C T-butylcumenyl peroxide